1-(1,1,3,3-tetramethylbutyl)-3-(2-ethylhexyl)imidazolium acetate C(C)(=O)[O-].CC(CC(C)(C)C)(C)N1C=[N+](C=C1)CC(CCCC)CC